N-ethyl-N-(2-azaspiro[3.3]heptane-6-yl)sulfamide trifluoroacetate FC(C(=O)O)(F)F.C(C)N(S(=O)(=O)N)C1CC2(CNC2)C1